F[B-](F)(F)F.F[B-](F)(F)F.ClC[N+]12CC[N+](CC1)(CC2)F 1-(Chloromethyl)-4-fluoro-1,4-diazabicyclo[2.2.2]octane-1,4-diium bis(tetrafluoroborate)